(R)-1-(5-chloropyridin-2-yl)ethane-1,2-diol ClC=1C=CC(=NC1)[C@H](CO)O